O=C(CC(=O)C12CC(C1)(C2)C2CN(C2)C(=O)OC(C)(C)C)C Tert-Butyl 3-[3-(3-oxobutanoyl)-1-bicyclo[1.1.1]pentanyl]azetidine-1-carboxylate